3'-amino-5'-cyano-[1,1'-biphenyl]-4-carboxylic acid NC=1C=C(C=C(C1)C#N)C1=CC=C(C=C1)C(=O)O